N-(3,5-dichlorophenyl)-4,5-diphenyl-[2,4'-bithiazole]-2'-amine ClC=1C=C(C=C(C1)Cl)NC=1SC=C(N1)C=1SC(=C(N1)C1=CC=CC=C1)C1=CC=CC=C1